CC(C)CCCC(C)CCCC(C)CCCC(C)C pristan